FC1=C(N=CC2=C1N=C(N=C2N2C[C@@H](N(CC2)C(/C(=C/C2=NC=CC=C2)/F)=O)CC#N)OC[C@H]2N(CCC2)C)C2=CC=CC1=CC=CC=C21 2-((S)-4-(8-fluoro-2-(((S)-1-methylpyrrolidin-2-yl)methoxy)-7-(naphthalen-1-yl)pyrido[4,3-d]pyrimidin-4-yl)-1-((Z)-2-fluoro-3-(pyridin-2-yl)acryloyl)piperazin-2-yl)acetonitrile